OCCOC[C@H](NC)C(=O)O O-(2-hydroxyethyl)-N-methyl-L-serine